(6S)-2-(3,4-dimethoxyphenyl)-6-(1-(8-isobutyl-8-azabicyclo[3.2.1]octan-3-yl)piperidin-4-yl)-5,6,7,8-tetrahydroimidazo[1,2-a]pyridine COC=1C=C(C=CC1OC)C=1N=C2N(C[C@@H](CC2)C2CCN(CC2)C2CC3CCC(C2)N3CC(C)C)C1